C(=O)(O)CNCC=1C(NC(N([C@H]2[C@H](O)[C@H](O)[C@@H](CO)O2)C1)=O)=O 5-carboxymethylaminomethyl-uridine